tert-butyl ((1R,4R,7R)-2-(2-(7-(3-cyanocyclohexyl)-1-(cyclopropylmethyl)-1H-indol-2-yl)-7-methoxy-1-methyl-1H-benzo[d]imidazole-5-carbonyl)-2-azabicyclo[2.2.1]heptan-7-yl)carbamate C(#N)C1CC(CCC1)C=1C=CC=C2C=C(N(C12)CC1CC1)C1=NC2=C(N1C)C(=CC(=C2)C(=O)N2[C@@H]1CC[C@H](C2)[C@H]1NC(OC(C)(C)C)=O)OC